THIAZOLECARBOXAMIDINE S1C(=NC=C1)C(=N)N